(2-(N-(tert-Butyl)sulfamoyl)-5-(2-(trifluoromethyl)phenyl)thiophen-3-yl)boronic Acid C(C)(C)(C)NS(=O)(=O)C=1SC(=CC1B(O)O)C1=C(C=CC=C1)C(F)(F)F